ClC=1C=C(C=CC1C)[C@@H]1CCCCO1 (2R,3S,4R,5S,6S)-6-(3-chloro-4-methylphenyl)tetrahydro-2H-pyran